4-cyclopropyl-6-(hydroxy(2-methoxyphenyl)methyl)-N2-methylpyridine-2,4-dicarboxamide C1(CC1)C1(CC(=NC(=C1)C(C1=C(C=CC=C1)OC)O)C(=O)NC)C(=O)N